7-Fluoro-1-methyl-2,4-dioxo-1,2,3,4-tetrahydroquinazoline-6-sulfonyl chloride FC1=C(C=C2C(NC(N(C2=C1)C)=O)=O)S(=O)(=O)Cl